C(C)(C)(C)OC(=O)N1C[C@@H]([C@@H](C1)C1=CC(=C(C=C1)Cl)Cl)N=[N+]=[N-] |r| rac-(3R,4R)-3-azido-4-(3,4-dichlorophenyl)pyrrolidine-1-carboxylic acid tert-butyl ester